N-(4-bromo-3-fluorobiphenyl-2-yl)-2-(1H-1,2,4-triazol-1-yl)acetamide BrC1=C(C(=C(C=C1)C1=CC=CC=C1)NC(CN1N=CN=C1)=O)F